1-{4-[4-({(1R)-1-[3-(1,1-difluoro-2-hydroxy-2-methylpropyl)-2-fluorophenyl]ethyl}amino)-2,7-dimethylpyrido[2,3-d]pyrimidin-6-yl]piperazin-1-yl}ethan-1-one FC(C(C)(C)O)(F)C=1C(=C(C=CC1)[C@@H](C)NC=1C2=C(N=C(N1)C)N=C(C(=C2)N2CCN(CC2)C(C)=O)C)F